dimethyl-bis(3-butenyloxy)silane C[Si](OCCC=C)(OCCC=C)C